C(C)OC[C@]1(CN(CC1)C(=O)OC(C)(C)C)C=CC1=CSC(=C1)C tert-butyl (S)-3-(ethoxymethyl)-3-(2-(5-methylthiophen-3-yl)vinyl)pyrrolidine-1-carboxylate